C(CC)C=1OC2=C(N1)C=CC=C2 2-propylbenzo[d]oxazole